2-(3-cyclopropylmethoxy-4-methoxyphenyl)-2-trimethylsiloxyacetonitrile C1(CC1)COC=1C=C(C=CC1OC)C(C#N)O[Si](C)(C)C